3,5-diamino-phenylenediamine NC=1C(=C(C=C(C1)N)N)N